OCC=1N(C2=C(C=C(C=C2C1)C)S(=O)(=O)N(C)CC(=O)NC1=CC(N(C=C1)C)=O)S(=O)(=O)C1=CC=C(C)C=C1 2-(2-(hydroxymethyl)-N,5-dimethyl-1-tosyl-1H-indole-7-sulfonamido)-N-(1-methyl-2-oxo-1,2-dihydropyridin-4-yl)acetamide